(3S,4R)-1-(6-ethyl-4-methyl-3-(1-methyl-1H-pyrazol-3-yl)-8-(1-methyl-1H-pyrazol-5-yl)quinolin-2-yl)-3-fluoro-N-(tetrahydro-2H-pyran-4-yl)piperidin-4-amine C(C)C=1C=C2C(=C(C(=NC2=C(C1)C1=CC=NN1C)N1C[C@@H]([C@@H](CC1)NC1CCOCC1)F)C1=NN(C=C1)C)C